2-amino-5-chloro-1-(4-fluoro-3-methoxy-2,6-dimethyl-phenyl)pyrrolo[2,3-b]pyridine-3-carboxamide NC1=C(C=2C(=NC=C(C2)Cl)N1C1=C(C(=C(C=C1C)F)OC)C)C(=O)N